C(C)OC(=O)C=1C(=NN(C1CO)C1=NC=CC(=C1)CC1=CC(=CC(=C1)C(F)(F)F)F)C 1-(4-(3-fluoro-5-(trifluoromethyl)benzyl)pyridin-2-yl)-5-(hydroxymethyl)-3-methyl-1H-pyrazole-4-carboxylic acid ethyl ester